ClC1=NC=C(C(=N1)C1=CC2=CC=CC=C2C=C1)Cl 2,5-dichloro-4-(naphthalen-2-yl)pyrimidine